[I-].C(CCCCC)OC=1C(=NSN1)C1=CCC[N+](C1)(C)C(CC)OC(CC1=C(C=CC=C1)OC(C(C)C)=O)=O 5-(4-(Hexyloxy)-1,2,5-thiadiazol-3-yl)-1-(1-(2-(2-(isobutyryloxy)phenyl)acetoxy)propyl)-1-methyl-1,2,3,6-tetrahydropyridin-1-ium iodide